5-(cyclohexen-1-yl)-N-[4-[(6,7-dimethoxy-1,5-naphthyridin-4-yl)oxy]-3-fluorophenyl]-1-(2-fluoroethyl)-6-methyl-4-oxopyridine-3-carboxamide C1(=CCCCC1)C=1C(C(=CN(C1C)CCF)C(=O)NC1=CC(=C(C=C1)OC1=CC=NC2=CC(=C(N=C12)OC)OC)F)=O